N,1-dimethylformamide CNC(=O)C